(S)-2-(2-((5-(3-(1-amino-2-hydroxyethyl)phenyl)-1-isopropyl-1H-indazol-3-yl)methoxy)phenyl)acetic acid N[C@H](CO)C=1C=C(C=CC1)C=1C=C2C(=NN(C2=CC1)C(C)C)COC1=C(C=CC=C1)CC(=O)O